C1(CC1)C=1C=C(C=2N(C1)C=C(N2)COC2=CC(=CC(=N2)NC(=O)[C@@H]2[C@H](C2)C2=NC=CC(=N2)C)F)N2C(N(C(C2)=O)C)=O (1S,2S)-N-(6-((6-cyclopropyl-8-(3-methyl-2,4-dioxoimidazolidin-1-yl)imidazo[1,2-a]pyridin-2-yl)methoxy)-4-fluoropyridin-2-yl)-2-(4-methylpyrimidin-2-yl)cyclopropane-1-carboxamide